CC1CN(CCO1)C1=CC=CC(=N1)S(=O)(=O)NC(=O)C=1C(=NC=CC1)N1C(CC(C1)C)(C)C N-[[6-(2-Methylmorpholin-4-yl)-2-pyridyl]sulfonyl]-2-(2,2,4-trimethylpyrrolidin-1-yl)pyridin-3-carboxamid